CNCC[C-]1C(=CC=C1)P(C1=CC=CC=C1)C1=CC=CC=C1.[CH-]1C=CC=C1.[Fe+2] N-methyl-(S)-2-(diphenylphosphino)ferrocenylethylamine